CC1=NC(=CC(=C1)NC(OC(C)(C)C)=O)C tert-butyl (2,6-dimethylpyridine-4-yl)carbamate